(3,4-diaminophenyl)piperidine-1-carboxylic acid tert-butyl ester C(C)(C)(C)OC(=O)N1C(CCCC1)C1=CC(=C(C=C1)N)N